C[C@]12C[C@@H]([C@]3([C@H]([C@@H]1C[C@H]([C@@]2(C(=O)CO)O)O)CCC4=CC(=O)C=C[C@@]43C)F)O The molecule is a C21-steroid hormone that is 1,4-pregnadiene-3,20-dione carrying four hydroxy substituents at positions 11beta, 16alpha, 17alpha and 21 as well as a fluoro substituent at position 9. Used in the form of its 16,17-acetonide to treat various skin infections. It has a role as an anti-allergic agent and an anti-inflammatory drug. It is a fluorinated steroid, an 11beta-hydroxy steroid, a 20-oxo steroid, a 21-hydroxy steroid, a 3-oxo-Delta(4) steroid, a glucocorticoid, a 17alpha-hydroxy steroid, a 16alpha-hydroxy steroid, a C21-steroid hormone, a primary alpha-hydroxy ketone and a tertiary alpha-hydroxy ketone. It derives from a hydride of a pregnane.